2-[{2-Fluoro-4-methyl-5-[(2,2,2-trifluoroethyl)sulfanyl]phenyl}(2,2,2-trifluoroethyl)amino]-1,3-thiazol-4(5H)-on FC1=C(C=C(C(=C1)C)SCC(F)(F)F)N(C=1SCC(N1)=O)CC(F)(F)F